(2-hydroxypropyl) allyl-(2-hydroxypropyl) ether C(C=C)CC(COCC(C)O)O